ClNC1=C(C=CC(=C1)C)N1CCOCC1 chloro-5-methyl-2-(morpholin-4-yl)aniline